3-[[(2R)-azetidin-2-yl]methyl]-2-[[4-[6-[(4-cyano-2-fluoro-phenyl)methoxy]-2-pyridinyl]-2-fluoro-phenyl]methyl]benzimidazole-5-carboxylic acid N1[C@H](CC1)CN1C(=NC2=C1C=C(C=C2)C(=O)O)CC2=C(C=C(C=C2)C2=NC(=CC=C2)OCC2=C(C=C(C=C2)C#N)F)F